BrC1=C2CC(NC2=C(C=C1C)F)=S 4-bromo-7-fluoro-5-methylindoline-2-thione